(1S,6'E,13'S)-6-CHLORO-13'-HYDROXY-10'-METHYL-11'-OXO-3,4-DIHYDRO-2H-SPIRO[NAPHTHALENE-1,20'-[18]OXA[1,10]DIAZATRICYCLO[12.7.2.017,22]TRICOSA[6,14,16,22]TETRAENE]-13'-CARBOXYLIC ACID ClC=1C=C2CCC[C@]3(COC4=CC=C5[C@@](CC(N(CC/C=C/CCCCN(C3)C4=C5)C)=O)(C(=O)O)O)C2=CC1